3-((2R,4S)-2-(((S)-1-(((1H-pyrrolo[3,2-c]pyridin-2-yl)methyl)amino)-1-oxopropan-2-yl)carbamoyl)-4-phenylpiperidin-1-yl)propanoic acid di-trifluoroacetate FC(C(=O)O)(F)F.FC(C(=O)O)(F)F.N1C(=CC=2C=NC=CC21)CNC([C@H](C)NC(=O)[C@@H]2N(CC[C@@H](C2)C2=CC=CC=C2)CCC(=O)O)=O